OB1OCC2=C1C(=C(C=C2)C(=O)N[C@@H](C(C)C)C(=O)OCCN2C(OCC2)=O)C 2-(2-oxooxazolidin-3-yl)ethyl (1-hydroxy-7-methyl-1,3-dihydrobenzo[c][1,2]oxaborole-6-carbonyl)-L-valinate